tert-butyl N-tert-butyloxycarbonyl-N-(3-chloro-4-iodopyridin-2-yl)carbamate C(C)(C)(C)OC(=O)N(C(OC(C)(C)C)=O)C1=NC=CC(=C1Cl)I